methyl(pyridin-3-yl)(((7-(5-(trifluoromethyl)-1,2,4-oxadiazol-3-yl)imidazo[1,2-a]pyridin-2-yl)methyl)imino)-λ6-sulfanone CS(=O)(=NCC=1N=C2N(C=CC(=C2)C2=NOC(=N2)C(F)(F)F)C1)C=1C=NC=CC1